2-[1-[6-bromo-2-(1,3-dihydroisoindol-2-yl)-3-methyl-4-oxoquinazolin-8-yl]ethylamino]benzoic acid BrC=1C=C2C(N(C(=NC2=C(C1)C(C)NC1=C(C(=O)O)C=CC=C1)N1CC2=CC=CC=C2C1)C)=O